C(C(C)C)(=O)OC1=C(C(=CC(=C1)Cl)/C=N/C(C(C)C)O)O (E)-5-chloro-2-hydroxy-3-((1-hydroxy-2-methylpropyl-imino)meth-yl)phenyl isobutyrate